N-cyclopropyl-4-(7-((((1s,3s)-3-hydroxy-3-methylcyclobutyl)methyl)(4-methoxybenzyl)amino)-5-(pyridin-3-yloxy)pyrazolo[1,5-a]pyrimidin-3-yl)-2-methylbenzamide C1(CC1)NC(C1=C(C=C(C=C1)C=1C=NN2C1N=C(C=C2N(CC2=CC=C(C=C2)OC)CC2CC(C2)(C)O)OC=2C=NC=CC2)C)=O